C(CC)[NH-] propanylamide